BrC=1N=C(SC1)[C@H]([C@@H](C(=O)OCC)N(CC1=CC=CC=C1)CC1=CC=CC=C1)OC ethyl (2S,3S)-3-(4-bromothiazol-2-yl)-2-(dibenzylamino)-3-methoxypropanoate